NC1=CC(=CC=2C3=CC(=CC=C3N(C12)CC1=CC=C(CP(O)(O)=O)C=C1)Cl)Cl (4-((1-amino-3,6-dichloro-9H-carbazole-9-yl)methyl)benzyl)phosphonic acid